(R)-5-(2-amino-6-bromo-1H-benzo[d]imidazol-1-yl)-4-methylpentan-1-ol NC1=NC2=C(N1C[C@@H](CCCO)C)C=C(C=C2)Br